C(C)(C)(C)OC(=O)N1CCC2(C(CN([C@H]2C(C)(C)C)C2=CC(=NC=C2)Cl)N[S@](=O)C(C)(C)C)CC1 tert-butyl-(S)-4-(((R)-tert-butylsulfinyl)amino)-2-(2-chloropyridin-4-yl)-2,8-diazaspiro[4.5]decane-8-carboxylic acid tert-butyl ester